6-(2-amino-5-bromo-6-fluoropyridin-3-yl)-4,4-dimethyl-3,4-dihydroisoquinolin-1(2H)-one NC1=NC(=C(C=C1C=1C=C2C(CNC(C2=CC1)=O)(C)C)Br)F